7-(7-(1H-benzo[f]indazol-4-yl)-8-fluoro-2-((hexahydro-1H-pyrrolizin-7a-yl)methoxy)pyrido[4,3-d]pyrimidin-4-yl)-1,3,7-triazaspiro[4.5]decan-2-one N1N=CC2=C(C3=C(C=C12)C=CC=C3)C3=C(C=1N=C(N=C(C1C=N3)N3CC1(CNC(N1)=O)CCC3)OCC31CCCN1CCC3)F